2-(2-iodophenyl)-1-benzylindole IC1=C(C=CC=C1)C=1N(C2=CC=CC=C2C1)CC1=CC=CC=C1